[NH4+].[NH4+].N(N=C1SC2=C(N1CC)C=CC(=C2)S(=O)(=O)[O-])=C2SC1=C(N2CC)C=CC(=C1)S(=O)(=O)[O-] 2,2'-azino-bis-(3-ethylbenzothiazoline-6-sulfonic acid) diammonium salt